C1(=CC=CC=C1)C(=O)N1CCN(CC1)CCC1=CC=CC=C1 Phenyl-[4-(2-phenylethyl)piperazin-1-yl]methanon